N-[6-[(3-cyclopentyl-3-methyl-1,5-dioxo-2H-imidazo[1,5-a]pyridin-6-yl)-amino]pyrimidin-4-yl]cyclopropanecarboxamide bis-butyl-peroxydicarbonate C(CCC)OC(=O)OOC(=O)OCCCC.C1(CCCC1)C1(NC(C=2N1C(C(=CC2)NC2=CC(=NC=N2)NC(=O)C2CC2)=O)=O)C